Cl[NH+]1CCC(CC1)N1N=CC(=C1)CNC1=C2C(N(C(C2=CC=C1)=O)C1C(NC(CC1)=O)=O)=O 4-[[1-(1-chloropiperidin-1-ium-4-yl)pyrazol-4-yl]methylamino]-2-(2,6-dioxo-3-piperidyl)isoindoline-1,3-dione